12,12,12-trifluoro-1-dodecene FC(CCCCCCCCCC=C)(F)F